C12COCC(C=CC1)N2C(=O)[O-] 3-oxa-9-azabicyclo[3.3.1]non-6-ene-9-carboxylate